C(C)(C)(C)OC(=O)N1C[C@@H](O[C@@H](C1)CO)C1CC1 (2S,6S)-2-cyclopropyl-6-(hydroxymethyl)morpholine-4-carboxylic acid tert-butyl ester